OC=1C=C2CCC(NC2=CC1)=O 6-Hydroxy-3,4-dihydro-1H-quinolinone